O=C(CN(CC#C)CCC(C(=O)N)C)N1CCCC1 2-((2-oxo-2-(pyrrolidin-1-yl)ethyl-(prop-2-yn-1-yl)amino)ethyl)propionamide